1,3-dichloro-5-(difluoromethyl)-2-fluorobenzene ClC1=C(C(=CC(=C1)C(F)F)Cl)F